(6aR,8S)-2-bromo-5-(4-(trifluoromethyl)phenyl)-5,6,6a,7,8,9-hexahydropyrido[3,2-e]pyrrolo[1,2-a]pyrazin-8-ol BrC=1C=CC=2N(C[C@@H]3N(C2N1)C[C@H](C3)O)C3=CC=C(C=C3)C(F)(F)F